FCCCN1C[C@H](CC1)OC1=CC=C(C=C1)C1=C(CCSC2=C1C=CC(=C2)O)C2=CC=C(C=C2)SC(F)(F)F 5-[4-[(3S)-1-(3-fluoropropyl)pyrrolidin-3-yl]oxyphenyl]-4-[4-(trifluoromethyl-sulfanyl)phenyl]-2,3-dihydro-1-benzothiepin-8-ol